4-(2-(((6-(4H-1,2,4-triazol-4-yl)-1H-indazol-4-yl)methyl)amino)ethoxy)-N-(3,5-difluoro-4-(trifluoromethoxy)benzyl)butan-1-amine N=1N=CN(C1)C1=CC(=C2C=NNC2=C1)CNCCOCCCCNCC1=CC(=C(C(=C1)F)OC(F)(F)F)F